3-ethyl-6-fluoro-2-((R)-1-((S)-3-methyl-1,4-diazepan-1-yl)butyl)quinazolin-4(3H)-one C(C)N1C(=NC2=CC=C(C=C2C1=O)F)[C@@H](CCC)N1C[C@@H](NCCC1)C